NC1=NC(=C2NC=NC2=N1)Cl 2-amino-6-chloropurine